tert-butyl (1-methyl-4-oxocyclohexyl)carbamate CC1(CCC(CC1)=O)NC(OC(C)(C)C)=O